2-methylquinazolin-4-amine CC1=NC2=CC=CC=C2C(=N1)N